NC1=C(SC=2N=C(N=CC21)C)C(=O)NC2CC=1C=CC(=NC1CC2)N2CC(C(C2)NC)COC 5-amino-N-{2-[3-(methoxymethyl)-4-(methylamino)pyrrolidin-1-yl]-5,6,7,8-tetrahydroquinolin-6-yl}-2-methylthieno[2,3-d]pyrimidine-6-carboxamide